ClC=1C=NC(=C(C(=O)NC2CCC(CC2)CN2C(N(C3=NC=CC=C32)C3=C(C=CC(=C3)OC)C#N)=O)C1)C(F)F 5-chloro-N-((1r,4r)-4-((3-(2-cyano-5-methoxyphenyl)-2-oxo-2,3-dihydro-1H-imidazo[4,5-b]pyridin-1-yl)methyl)cyclohexyl)-2-(difluoromethyl)nicotinamide